C1(CCCCCCC1)C(C(=O)NC1=CC=C2C(=C1)NC(C21CCOCC1)=O)NC(CC=1C(=NOC1C)C)=O 2-Cyclooctyl-2-{[2-(3,5-dimethylisoxazol-4-yl)acetyl]-amino}-N-(2-oxospiro[1H-indole-3,4'-oxane]-6-yl)-acetamide